5-((2-(azetidin-1-ylmethyl)-6-fluorobenzyl)amino)-N-(isothiazol-3-yl)-4-methylpyridine-2-sulfonamide N1(CCC1)CC1=C(CNC=2C(=CC(=NC2)S(=O)(=O)NC2=NSC=C2)C)C(=CC=C1)F